C1=CC=C2C=CC=C3OC=4C=CC=CC4C1=C23 benzo[kl]xanthen